methylcarbamoylethyl acrylate C(C=C)(=O)OCCC(NC)=O